bis-hydroxyethyl-tris(hydroxymethyl)methylamine OCCN(C(CO)(CO)CO)CCO